C(#N)C=1C(=C(C=2N(C1NC(CCC(=O)O)=O)C1=C(N2)C=CC=C1)C#N)C1=CC=C(C=C1)C 4-((2,4-dicyano-3-(p-tolyl)benzo[4,5]imidazo[1,2-a]pyridin-1-yl)amino)-4-oxobutanoic acid